ClC1=CN(NC=C1)CC1=NC(=NO1)[C@H](C(O)C1=CC=C(C=C1)Cl)F 4-chloro-2-((3-((1R)-2-(4-chlorophenyl)-1-fluoro-2-hydroxyethyl)-1,2,4-oxadiazol-5-yl)methyl)pyridazin